N1(C=CC=C1)CC(=O)Cl 2-(1H-pyrrol-1-yl)acetyl chloride